COCCN1N=CC(=C1)C=O 1-(2-methoxyethyl)-1H-pyrazole-4-carbaldehyde